5-methyl-4-(3-(trifluoromethyl)phenyl)furan-2-carbonyl chloride CC1=C(C=C(O1)C(=O)Cl)C1=CC(=CC=C1)C(F)(F)F